C(C#CC)(=O)N[C@H]1C[C@H](CCC1)C1=C2C(=C(NC2=C(C=C1F)C(=O)N)C)Cl (1R,3S)-4-((1S,3R)-3-(but-2-ynamido)cyclohexyl)-3-chloro-5-fluoro-2-methyl-1H-indole-7-carboxamide